C(C)(=O)C1=CC=C2C=C(N(C2=C1)C(=O)OC(C)(C)C)C1=NC2=C(N1C)C=C(C(=C2)C(=O)OC)F methyl 2-(6-acetyl-1-(tert-butoxycarbonyl)-1H-indol-2-yl)-6-fluoro-1-methyl-1H-benzo[d]imidazole-5-carboxylate